N-[4-bromo-2-(3-hydroxy-2-phenylpropoxy)phenyl]-4-nitrobenzene-1-sulfonamide BrC1=CC(=C(C=C1)NS(=O)(=O)C1=CC=C(C=C1)[N+](=O)[O-])OCC(CO)C1=CC=CC=C1